3-(1-methylpyrazol-4-yl)azetidin-3-amine CN1N=CC(=C1)C1(CNC1)N